[Cu+2].BrC1=C2C=CC=NC2=C(C=C1)O.BrC1=C2C=CC=NC2=C(C=C1)O bis(5-bromo-8-hydroxyquinoline) copper (II)